5-octyl-9-hydroxy-4H-benzo[de][2,6]naphthyridine-4,6(5H)-dione C(CCCCCCC)N1C(C=2C=CN=C3C2C(C1=O)=CC=C3O)=O